1-(4-fluorophenyl)-6-methyl-5-(4-((1-propyl-1H-pyrazol-4-yl)sulfonyl)-4,7-diazaspiro[2.5]octan-7-yl)-1H-indazole FC1=CC=C(C=C1)N1N=CC2=CC(=C(C=C12)C)N1CCN(C2(CC2)C1)S(=O)(=O)C=1C=NN(C1)CCC